ClC1=CC=C(C=C1)C=1C(CC(NN1)=O)C=1SC=CC1 6-(4-chlorophenyl)-5-(thiophen-2-yl)-4,5-dihydropyridazin-3(2H)-one